4-amino-N-methyl-N-((3S)-6-(trifluoromethyl)-2,3-dihydrofuro[3,2-c]pyridin-3-yl)-1,3-dihydrofuro[3,4-c][1,7]naphthyridine-8-carboxamide NC1=NC=2C=NC(=CC2C2=C1COC2)C(=O)N([C@@H]2COC1=C2C=NC(=C1)C(F)(F)F)C